(3-acetoxy-2-hydroxypropoxy)propyl-bis(trimethylsiloxy)methylsilane C(C)(=O)OCC(COCCC[SiH2]C(O[Si](C)(C)C)O[Si](C)(C)C)O